C1(=CC(=CC=C1)C1=CC(=NC2=CC=C(C=C12)CNC1CCOCC1)C)C1=CC=CC=C1 N-((4-([1,1'-biphenyl]-3-yl)-2-methylquinolin-6-yl)methyl)tetrahydro-2H-pyran-4-amine